ClC=1C=NN(C1CC1N(C(C2=CC=CC=C12)=O)CC1CC(C1)=O)C 3-((4-chloro-1-methyl-1H-pyrazol-5-yl)methyl)-2-((3-oxocyclobutyl)methyl)isoindolin-1-one